2-amino-N-(1-cyclopropyl-2-oxo-1,2-dihydropyridin-3-yl)-4-isopropoxy-pyrimidine-5-carboxamide NC1=NC=C(C(=N1)OC(C)C)C(=O)NC=1C(N(C=CC1)C1CC1)=O